C1(=CC=CC=C1)C1N(OCC1)C(=O)N 3-phenylisooxazolidine-2-carboxamide